Cl.FC=1C(=NC=2N(C1)N=CC2C=2C(=NC=CC2)OC2COCC2)N2CCNCC2 6-fluoro-5-piperazin-1-yl-3-(2-tetrahydrofuran-3-yloxy-3-pyridyl)pyrazolo[1,5-a]pyrimidine hydrochloride